(1s,4s)-4-((5-(1-(2,2-Difluoroethyl)-1H-pyrazol-3-yl)-2-((2-(1-(2,2,2-trifluoroethyl)-1H-pyrazol-4-yl)pyrimidin-4-yl)amino)pyridin-4-yl)amino)-1-methylcyclohexan-1-ol FC(CN1N=C(C=C1)C=1C(=CC(=NC1)NC1=NC(=NC=C1)C=1C=NN(C1)CC(F)(F)F)NC1CCC(CC1)(O)C)F